(4R,5R)-5-((S)-5H-imidazo[5,1-a]isoindol-5-yl)-2-methyl-4,5,6,7-tetrahydro-2H-indazol-4-ol C=1N=CN2C1C1=CC=CC=C1[C@@H]2[C@@H]2[C@H](C1=CN(N=C1CC2)C)O